2-[1-(4-bromo-2-methyl-pyrazol-3-yl)ethoxy]ethyl 4-methylbenzenesulfonate CC1=CC=C(C=C1)S(=O)(=O)OCCOC(C)C=1N(N=CC1Br)C